(R)-phenyl ((5-fluoro-2-(2-methoxy-7-methylquinoxalin-5-yl)-7,8-dihydrobenzofuro[5,4-d]thiazol-7-yl)methyl)carbamate FC1=CC=2N=C(SC2C=2C[C@@H](OC21)CNC(OC2=CC=CC=C2)=O)C2=C1N=CC(=NC1=CC(=C2)C)OC